N-[4-[4-[1-(2-aminoethyl)piperidine-4-carbonyl]piperazine-1-carbonyl]-3-chloro-phenyl]-5-[4-(difluoromethoxy)-2,3-difluoro-phenyl]-1-methyl-imidazole-2-carboxamide trifluoroacetate FC(C(=O)O)(F)F.NCCN1CCC(CC1)C(=O)N1CCN(CC1)C(=O)C1=C(C=C(C=C1)NC(=O)C=1N(C(=CN1)C1=C(C(=C(C=C1)OC(F)F)F)F)C)Cl